Methyl (1r,4r)-4-(3-(3-(1-(o-tolyl)cyclopropyl)-1,2,4-oxadiazol-5-yl)-2H-indazol-2-yl)cyclohexane-1-carboxylate C1(=C(C=CC=C1)C1(CC1)C1=NOC(=N1)C=1N(N=C2C=CC=CC12)C1CCC(CC1)C(=O)OC)C